3-(1,1,3,3-tetramethyl disiloxanyl)propyl methacrylate C(C(=C)C)(=O)OCCC[Si](O[SiH](C)C)(C)C